4-Chloro-6-methyl-1-((2-(trimethylsilyl)ethoxy)methyl)-1H-pyrazolo[3,4-d]pyrimidine ClC1=C2C(=NC(=N1)C)N(N=C2)COCC[Si](C)(C)C